racemic-dimethylsilyl-bis(1-indenyl)zirconium (IV) dichloride [Cl-].[Cl-].C[SiH](C)[Zr+](C1C=CC2=CC=CC=C12)C1C=CC2=CC=CC=C12.C[SiH](C)[Zr+](C1C=CC2=CC=CC=C12)C1C=CC2=CC=CC=C12